3-methyl-thiophene CC1=CSC=C1